2-chloro-4-cyclohexyl-pyrimidine ClC1=NC=CC(=N1)C1CCCCC1